CC1=C(C=CC=C1)CN1N=C2N=C(N=C(C2=C1)N)C1=NSC=C1 2-[(2-methylphenyl)methyl]-6-(1,2-thiazol-3-yl)-2H-pyrazolo[3,4-d]pyrimidin-4-amine